7-ethylidene-4,21-bis(1-methylethyl)-2-oxa-12,13-dithia-5,8,20,23-tetraazabicyclo[8.7.6]tricos-16-ene-3,6,9,19,22-pentone C(C)=C1C(NC(C(OC2C=CCCSSCC(C(N1)=O)NC(C(NC(C2)=O)C(C)C)=O)=O)C(C)C)=O